distearyl-hydroxyethyl-ammonium methylsulfate COS(=O)(=O)[O-].C(CCCCCCCCCCCCCCCCC)[NH+](CCO)CCCCCCCCCCCCCCCCCC